2,6-dihydroxy-5-(piperazin-1-yl)-2,3-dihydro-1,4-benzodioxine OC1COC2=C(O1)C=CC(=C2N2CCNCC2)O